N12CC3CC3CCCCCNCC=3C=CC(C=C1)=C2N3 1,11,20-Triazatetracyclo[11.5.2.0{3,5}.0{16,19}]Eicosa-13(20),14,16(19),17-tetraene